(2S)-N1-(5-(2-cyclopropylmethyl-7-methyl-1-oxoisoindol-5-yl)-4-methylthiazol-2-yl)-pyrrolidine-1,2-dicarboxamide C1(CC1)CN1C(C2=C(C=C(C=C2C1)C1=C(N=C(S1)NC(=O)N1[C@@H](CCC1)C(=O)N)C)C)=O